ClC=1C=C2C(=CNC2=CC1)NC(=O)NC=1C=NC(=CC1)SC(F)(F)F 1-(5-chloro-1H-indol-3-yl)-3-(6-((trifluoromethyl)thio)pyridin-3-yl)urea